CN1C(=C(C=CC1=O)C1=CC=CC=C1)C 4-(1,2-dimethyl-6-oxo-1,6-dihydropyridin-3-yl)benzene